(1-((3-(((R)-1-methylpyrrolidin-2-yl)methyl)-1H-indol-4-yl)oxy)ethyl)phosphonic acid CN1[C@H](CCC1)CC1=CNC2=CC=CC(=C12)OC(C)P(O)(O)=O